1,3-Cyclopentan-diol C1(CC(CC1)O)O